C(C1=CC=CC=C1)C1N(CCCC1)C1=CC2=C(C=N1)C(=NN2C)C=2C(=C(C(=C(C2)C(F)(F)F)F)O)F 3-(6-(2-Benzylpiperidin-1-yl)-1-methyl-1H-pyrazolo[4,3-c]pyridin-3-yl)-2,6-difluoro-5-(trifluoromethyl)phenol